(1-(3-(2,6-dioxopiperidin-3-yl)-1-methyl-1H-indazol-7-yl) piperidin-4-yloxy) piperidine-1-carboxylate N1(CCCCC1)C(=O)OOC1CCN(CC1)C=1C=CC=C2C(=NN(C12)C)C1C(NC(CC1)=O)=O